ClC1=CC=C2C(C=NC2=C1)C(C(=O)OCC)=O ethyl 2-(6-chloro-3H-indol-3-yl)-2-oxoacetate